C(C)(C)(C)OC(NCCOCCOCCOCCNC(=O)C1=CC(=NC=C1)CN1C=CC2=CC=C(C=C12)CN)=O (1-(2-((6-(aminomethyl)-1H-indol-1-yl)methyl)pyridin-4-yl)-1-oxo-5,8,11-trioxa-2-azatridecan-13-yl)carbamic acid tert-butyl ester